BrCCC\C=C/C(OC)OC (2Z)-6-bromo-1,1-dimethoxy-2-hexene